C(C)OC(=O)CCN1C(CC2=CC=CC=C12)=O 2-ethoxycarbonylethyl-Indolinone